(6-(benzyloxy)-1-(tert-butoxycarbonyl)-1H-pyrrolo[2,3-b]pyridin-2-yl)boronic acid C(C1=CC=CC=C1)OC1=CC=C2C(=N1)N(C(=C2)B(O)O)C(=O)OC(C)(C)C